vinyl (vinyl) ether C(=C)OC=C